monopropylene ether sodium [Na].C1C(C)O1